OC(CCCCC)C1=C(C(=O)C2=CC=CC=C2)C=CC=C1 1-hydroxyhexyl-benzophenone